4-(11-methyl-7-((4-methylpyrimidin-2-yl)-oxyl)-5,11-dihydro-4H-1,3,4,11-tetraazadibenzo[cd,h]azulene-10-yl)aniline CN1C(=CC=C2C(=CC3=C4C(C=NC4=C21)=NNC3)OC3=NC=CC(=N3)C)C3=CC=C(N)C=C3